CC(CC)(N)C dimethylpropan-1-amine